[Na+].C1(=CC=CC=C1)S(=O)([O-])=S benzenethiosulfonic acid sodium salt